ClC1=C(C=CC=C1)C(C(=O)NC1CC(C1)(F)F)N(C(=O)[C@H]1NC(N(C1)CC(=O)OCC)=O)C1=CC(=CC=C1)F Ethyl 2-((4S)-4-((1-(2-chlorophenyl)-2-(3,3-difluorocyclobutylamino)-2-oxoethyl)(3-fluorophenyl)carbamoyl)-2-oxoimidazolidin-1-yl)acetate